2-{[3,5-bis(trifluoromethyl) phenyl] carbamoyl}-4-chlorophenylphosphate FC(C=1C=C(C=C(C1)C(F)(F)F)NC(=O)C1=C(C=CC(=C1)Cl)OP(=O)([O-])[O-])(F)F